2-azido-1,5-dibromo-3-ethylbenzene N(=[N+]=[N-])C1=C(C=C(C=C1CC)Br)Br